1-phenyl-6-(pyridin-3-yl)-4-(2,2,2-trifluoroethyl)hex-5-yn-1-one C1(=CC=CC=C1)C(CCC(C#CC=1C=NC=CC1)CC(F)(F)F)=O